2-((4-amino-5-(2-(pyridine-3-yl)ethyl)-4H-1,2,4-triazole-3-yl)thio)-N-(6-chlorobenzothiazole-2-yl)acetamide NN1C(=NN=C1CCC=1C=NC=CC1)SCC(=O)NC=1SC2=C(N1)C=CC(=C2)Cl